methyl 4-(3-bromo-7-methylimidazo[1,2-a]pyridin-2-yl)-3,5-difluorobenzoate BrC1=C(N=C2N1C=CC(=C2)C)C2=C(C=C(C(=O)OC)C=C2F)F